C1(CCCC1)OC1=C(C=C(C=O)C=C1)CO 4-(cyclopentyloxy)-3-(hydroxymethyl)benzaldehyde